Benzoyl-L-arginine C(C1=CC=CC=C1)(=O)N[C@@H](CCCNC(N)=N)C(=O)O